CN1C(CCCC1)CN1C=CC2=CC=CC=C12 1-[(1-methyl-2-piperidinyl)methyl]-1H-indol